F[C@H]1CN(CC[C@H]1OC)C1=NC=CC(=N1)NC=1N=CC2=C(C=CC(=C2C1)[C@H]1CN(CCC1)C(C#CC)=O)N1CC(C1)CS(=O)(=O)C 1-((S)-3-(3-((2-((3S,4R)-3-fluoro-4-methoxypiperidin-1-yl)pyrimidin-4-yl)amino)-8-(3-((methylsulfonyl)methyl)azetidin-1-yl)isoquinolin-5-yl)piperidin-1-yl)but-2-yn-1-one